C1=CC=CC=2C3=CC=CC=C3C(C12)COC(=O)NCCC(=O)O 3-(9H-fluoren-9-ylmethoxycarbonyl-amino)propionic acid